(R)-(3-Fluorophenyl)((2R,5S)-5-(pyridin-3-yl)pyrrolidin-2-yl)methanol FC=1C=C(C=CC1)[C@@H](O)[C@@H]1N[C@@H](CC1)C=1C=NC=CC1